6-chlorobenzo[d]isothiazol-3(2H)-one 1,1-dioxide ClC1=CC2=C(C(NS2(=O)=O)=O)C=C1